ClC1=C(C=CC(=N1)NN1C(C(=C(C1=O)C)COCC(C)C)=O)C(F)(F)F 1-{[6-Chloro-5-(trifluoromethyl)(2-pyridyl)]amino}-4-methyl-3-[(2-methylpropoxy)methyl]azoline-2,5-dione